3-[4-(4-Aminopiperidin-1-yl)-3-(3-chloro-5-methylphenyl)cinnolin-6-yl]-2-hydroxybenzonitrile NC1CCN(CC1)C1=C(N=NC2=CC=C(C=C12)C=1C(=C(C#N)C=CC1)O)C1=CC(=CC(=C1)C)Cl